(Z)-8-methyl-6-nonenoic acid CC(\C=C/CCCCC(=O)O)C